COC1=NC=C(C2=C1N=CS2)C2=CC=NC=C2 4-Methoxy-7-pyridin-4-yl-thiazolo[4,5-c]pyridin